O[C@@H]1C[C@H](CCCC1)N1C(C2(C3=C1N=C(N=C3)NC=3C(=NNC3)C)CC2)=O |r| Trans-racemic-7'-(3-hydroxycycloheptyl)-2'-((3-methyl-1H-pyrazol-4-yl)amino)spiro[cyclopropane-1,5'-pyrrolo[2,3-d]pyrimidin]-6'(7'H)-one